triazolo[4,5-b]pyridin-3-yl 4-fluoropyrazolo[1,5-a]pyridine-3-carboxylate FC=1C=2N(C=CC1)N=CC2C(=O)ON2N=NC=1C2=NC=CC1